3-(3,4-Dimethoxyphenyl)-1-(2,4,6-trihydroxy-phenyl)-1-propanone COC=1C=C(C=CC1OC)CCC(=O)C1=C(C=C(C=C1O)O)O